(((1S,3S)-3-aminocyclopentyl)amino)-5'-fluoro-2H-[1,3'-bipyridyl]-2-one N[C@@H]1C[C@H](CC1)NC=1C(N(C=CC1)C=1C=NC=C(C1)F)=O